2,4-Dibromophenyl glycidyl ether C(C1CO1)OC1=C(C=C(C=C1)Br)Br